CCCC(CCCCCCCCCCCCCCCC)O 4-eicosanol